4-(4-((3-benzyl-9-methyl-4H,6H-thieno[2,3-e][1,2,4]triazolo[3,4-c][1,4]oxazepin-2-yl)ethynyl)-1H-pyrazol-1-yl)butanoic acid C(C1=CC=CC=C1)C1=C(SC=2N3C(COCC21)=NN=C3C)C#CC=3C=NN(C3)CCCC(=O)O